8-((cyclopropylmethyl)(4-(difluoromethoxy)phenyl)amino)-5-methyl-6-oxo-5,6-dihydro-1,5-naphthyridine-2-carbonitrile C1(CC1)CN(C1=CC(N(C=2C=CC(=NC12)C#N)C)=O)C1=CC=C(C=C1)OC(F)F